BrC1=C(CN(CC(=O)Cl)S(=O)(=O)C2=CC=C(C)C=C2)C=CC=C1 N-(2-bromobenzyl)-N-tosylglycine chloride